FC(C(=O)C1=CC=C2N1C(CN(C21CCN(CC1)C(=O)C1=NC(=C(C=C1)OC(C)C)C)C)C)(F)F 2,2,2-trifluoro-1-[1'-(5-isopropoxy-6-methyl-pyridine-2-carbonyl)-2,4-dimethyl-spiro[3,4-dihydropyrrolo[1,2-a]pyrazine-1,4'-piperidine]-6-yl]ethanone